N1N=C(N=C1)C(=O)N 1H-1,2,4-triazole-3-carboxamide